FC1=C(C=CC=C1C(C)C1=NN(C=C1)C1=CC(=CC=C1)OC=1C(=C2C=CN(C2=CC1F)S(=O)(=O)C1=CC=C(C)C=C1)SC)CCC(=O)OCC Ethyl 3-(2-fluoro-3-(1-(1-(3-((6-fluoro-4-(methylthio)-1-tosyl-1H-indol-5-yl)oxy)phenyl)-1H-pyrazol-3-yl)ethyl)phenyl)propanoate